(1R,3S)-3-(3-{[(4-meth-oxyphenyl)acetyl]amino}-1H-pyrazol-5-yl)cyclopentyl tetrahydro-2H-pyran-4-ylcarbamate O1CCC(CC1)NC(O[C@H]1C[C@H](CC1)C1=CC(=NN1)NC(CC1=CC=C(C=C1)OC)=O)=O